[S].[P].[Sn] tin phosphorus sulfur